Tert-Butyl 2'-[(trifluoromethanesulfonyl)oxy]-5',6'-dihydrospiro[pyrrolidine-3,4'-pyrrolo[1,2-b]pyrazole]-1-carboxylate FC(S(=O)(=O)OC=1C=C2N(N1)CCC21CN(CC1)C(=O)OC(C)(C)C)(F)F